BrC=1C=CC=C2N=CC(=NC12)C=1C=NN(C1)C1=CC(=CC=C1)[N+](=O)[O-] 8-bromo-2-(1-(3-nitrophenyl)-1H-pyrazol-4-yl)quinoxaline